(E)-N-methyl-N-((2-methylbenzofuran-3-yl)methyl)-3-(7-morpholino-8-oxo-6,7,8,9-tetrahydro-5H-pyrido[2,3-b]azepin-3-yl)acrylamide CN(C(\C=C\C1=CC2=C(NC(C(CC2)N2CCOCC2)=O)N=C1)=O)CC1=C(OC2=C1C=CC=C2)C